2-(2-cyclobutyl-4,5-dioxo-3-phenyl-3,4,5,10-tetrahydropyrimido[4,5-b][1,5]naphthyridin-8-yl)acetaldehyde hydrochloride Cl.C1(CCC1)C=1N(C(C2=C(NC3=CC(=CN=C3C2=O)CC=O)N1)=O)C1=CC=CC=C1